ethyl 3,5-diaminobenzoate NC=1C=C(C(=O)OCC)C=C(C1)N